((3s,4s)-4-amino-1-(4-(3,3-difluoropyrrolidin-1-yl)-1,3,5-triazin-2-yl)pyrrolidin-3-yl)-5,5-difluoropiperidin-2-one N[C@@H]1[C@H](CN(C1)C1=NC=NC(=N1)N1CC(CC1)(F)F)N1C(CCC(C1)(F)F)=O